7-[[5-(3,8-diazabicyclo[3.2.1]octan-3-yl)-2-pyridyl]amino]-4-(1-methylpyrrolo[2,3-b]pyridin-4-yl)isoindolin-1-one C12CN(CC(CC1)N2)C=2C=CC(=NC2)NC=2C=CC(=C1CNC(C21)=O)C2=C1C(=NC=C2)N(C=C1)C